N-[2-methyl-5-[[2-[3-(1-piperidyl)azetidin-1-yl]acetyl]amino]-3-pyridyl]-6-(1-methylpyrazol-4-yl)triazolo[1,5-a]pyridine-3-carboxamide CC1=NC=C(C=C1NC(=O)C=1N=NN2C1C=CC(=C2)C=2C=NN(C2)C)NC(CN2CC(C2)N2CCCCC2)=O